C(CC(C)C)C1=C(C=CC(=O)O)C=CC(=C1)OCC.COC1=CC=C(C=CC(=O)OCCC(C)C)C=C1 isoamyl p-methoxycinnamate (2-isoamyl 4-ethoxycinnamate)